FC=1C=C(C=CC1O)CC(C)(C1=CC(=C(C=C1)O)F)C1=CC(=C(C=C1)O)F 1,2,2-tris(3-fluoro-4-hydroxyphenyl)propane